9,9'-(5-(4,6-diphenyl-1,3,5-triazin-2-yl)-1,3-phenylene)bis(3,6-bis(dibenzo[b,d]furan-2-yl)-9H-carbazole) C1(=CC=CC=C1)C1=NC(=NC(=N1)C1=CC=CC=C1)C=1C=C(C=C(C1)N1C2=CC=C(C=C2C=2C=C(C=CC12)C1=CC2=C(OC3=C2C=CC=C3)C=C1)C1=CC3=C(OC2=C3C=CC=C2)C=C1)N1C2=CC=C(C=C2C=2C=C(C=CC12)C1=CC2=C(OC3=C2C=CC=C3)C=C1)C1=CC3=C(OC2=C3C=CC=C2)C=C1